(5-((5-fluoro-2'-isopropyl-[1,1'-biphenyl]-2-yl)oxy)pyrimidin-4-yl)-2,7-diazaspiro[4.4]nonane-2-carboxylic acid tert-butyl ester C(C)(C)(C)OC(=O)N1C(C2(CC1)CNCC2)C2=NC=NC=C2OC2=C(C=C(C=C2)F)C2=C(C=CC=C2)C(C)C